[1-[[3-[[(4S)-chroman-4-yl]carbamoyl]-2,2-difluoro-cyclopropyl]methyl]-4,4-diethyl-6-oxo-hexahydropyrimidin-2-ylidene]ammonium O1CC[C@@H](C2=CC=CC=C12)NC(=O)C1C(C1CN1C(NC(CC1=O)(CC)CC)=[NH2+])(F)F